4-(Dimethylamino)-N-(4-(3-(3,5-dimethylisoxazol-4-yl)-5-(2-hydroxypropan-2-yl)phenoxy)-3,5-dimethylphenyl)butanamide CN(CCCC(=O)NC1=CC(=C(C(=C1)C)OC1=CC(=CC(=C1)C(C)(C)O)C=1C(=NOC1C)C)C)C